C(CC)(=O)OC1=CC(=C(C(=C1)C(C)(C)C)O)C(C)(C)C (3,5-di-tertiary-butyl-4-hydroxyphenyl) propionate